6-[5-carboxypentyl (ethyl) amino]-1,1-dimethyl-3-oxo-2H-xanthene-4-sulfonate sodium salt [Na+].C(=O)(O)CCCCCN(C=1C=C2OC3=C(C(CC(C3=CC2=CC1)(C)C)=O)S(=O)(=O)[O-])CC